FC(C(=O)O)(F)F.NC=1C2=C(N=CN1)N(C1=C2C=2C(C(CC1)=O)=C(ON2)C2CC2)C=2C=NC(=CC2)OC 11-amino-3-cyclopropyl-7-(6-methoxypyridin-3-yl)-6,7-dihydroisoxazolo[4'',3'':6',7']cyclohepta[1',2':4,5]pyrrolo[2,3-d]pyrimidin-4(5H)-one 2,2,2-trifluoroacetate